(R)-1-(1-(2-(4-(2-aminoethyl)-1H-1,2,3-triazol-1-yl)acetyl)piperidin-3-yl)-3-((5-chloro-1H-indol-2-yl)methyl)-1-methylurea NCCC=1N=NN(C1)CC(=O)N1C[C@@H](CCC1)N(C(=O)NCC=1NC2=CC=C(C=C2C1)Cl)C